O=C1NC(CCC1NC1=CC(=C(C(=C1)F)N1CCN(CC1)CC1(CCN(CC1)C(=O)OC(C)(C)C)F)F)=O tert-butyl 4-((4-(4-((2,6-dioxopiperidin-3-yl)amino)-2,6-difluorophenyl)piperazin-1-yl)methyl)-4-fluoropiperidine-1-carboxylate